isopropyl cis-3-((oxetan-3-ylsulfonyl)amino)-2-((6-(prop-1-en-2-yl)pyridin-2-yl)methyl)piperidine-1-carboxylate O1CC(C1)S(=O)(=O)N[C@@H]1[C@@H](N(CCC1)C(=O)OC(C)C)CC1=NC(=CC=C1)C(=C)C